C1(=CC=CC=C1)CO phenylmethanol